COC1=C(C=CC(=C1)C)C1=CN=C2SC(=NN21)N2C[C@@H]1[C@H](OCCN1)CC2 (4ar,8ar)-6-(5-(2-methoxy-4-methylphenyl)imidazo[2,1-b][1,3,4]thiadiazol-2-yl)octahydro-2H-pyrido[4,3-b][1,4]oxazine